ClC1=C(C=CC(=C1)[N+](=O)[O-])NC(NC1=CC(=CC(=C1)Cl)Cl)=O 3-(2-chloro-4-nitrophenyl)-1-(3,5-dichlorophenyl)urea